CS(=O)C1=NC2=CC=CC=C2C=C1 (methylsulfinyl)quinolin